2,2'-bis(diphenylphosphino)-1,1'-binaphthyl C1(=CC=CC=C1)P(C1=C(C2=CC=CC=C2C=C1)C1=C(C=CC2=CC=CC=C12)P(C1=CC=CC=C1)C1=CC=CC=C1)C1=CC=CC=C1